2-methylpropan-2-yl [({5-amino-3-bromo-4-[(2-chloro-5-fluorophenyl)carbonyl]-2-methoxyphenyl}methyl)(methyl)amino]methanoate NC=1C(=C(C(=C(C1)CN(C)C(=O)OC(C)(C)C)OC)Br)C(=O)C1=C(C=CC(=C1)F)Cl